6-Acetyl-2,8-dimethyl-3-(piperidin-1-yl)pyridazino[1,2-a][1,2,4]triazin-1(2H)-one C(C)(=O)C1=CC(=CN2N1C=C(N(C2=O)C)N2CCCCC2)C